C(C)(C)C1=C(C(=CC=C1)CCC)O 2-Isopropyl-6-propylphenol